C(C)C(CN(CC(CCCC)CC)CN1N=NC2=C1C=CC=C2C(=O)O)CCCC 1-[N,N-bis(2-ethylhexyl)aminomethyl]-4-carboxybenzotriazole